C1(CCCC1)N1N=C(C=C1C1=C(C=CC=C1)C(C)(F)F)C(=O)NC(CC(NC=1SC=CN1)=O)CCN1CC(CCC1)(F)F 1-cyclopentyl-5-(2-(1,1-difluoroethyl)phenyl)-N-(5-(3,3-difluoropiperidin-1-yl)-1-oxo-1-(thiazol-2-ylamino)pent-3-yl)-1H-pyrazole-3-carboxamide